5-chloro-6-(4-(1-methyl-2,3-dioxo-2,3-dihydropyrido[2,3-b]pyrazin-4(1H)-yl)piperidin-1-yl)nicotinonitrile ClC=1C(=NC=C(C#N)C1)N1CCC(CC1)N1C2=C(N(C(C1=O)=O)C)C=CC=N2